nitro-terphenyl [N+](=O)([O-])C1=C(C=CC=C1)C=1C(=CC=CC1)C1=CC=CC=C1